(R)-N-((R)-1-(6-methoxy-3-methyl-2-morpholino-4-oxo-3,4-dihydroquinazolin-8-yl)ethyl)-2-methylpropane-2-sulfinamide COC=1C=C2C(N(C(=NC2=C(C1)[C@@H](C)N[S@](=O)C(C)(C)C)N1CCOCC1)C)=O